(2S,2'S)-5-((E)-2-((1R,5S)-6,6-dimethyl-4-oxobicyclo[3.1.1]hept-2-en-2-yl) vinyl)-3-methoxy-1,2-phenylene bis(2-((tert-butoxycarbonyl)amino)-3-methylbutanoate) C(C)(C)(C)OC(=O)N[C@H](C(=O)OC1=C(C(=CC(=C1)\C=C\C=1[C@H]2C([C@@H](C(C1)=O)C2)(C)C)OC)OC(C(C(C)C)NC(=O)OC(C)(C)C)=O)C(C)C